4-(azetidin-3-ylmethyl)piperazine N1CC(C1)CN1CCNCC1